1,1,3,3-tetra-propoxymethylurea C(CC)OCN(C(=O)N(COCCC)COCCC)COCCC